1,4-bis[(3-Methyl-3-oxetanyl-methoxy)methyl]benzene platinum bisacetate C(C)(=O)[O-].C(C)(=O)[O-].[Pt+2].CC1(COC1)COCC1=CC=C(C=C1)COCC1(COC1)C